N-{bicyclo[1.1.1]pentan-1-yl}-2-({2-[4-(2-hydroxy-2-methylpropoxy)pyridin-2-yl]-5H,6H,7H-cyclopenta[d]pyrimidin-4-yl}(methyl)amino)acetamide C12(CC(C1)C2)NC(CN(C)C=2C1=C(N=C(N2)C2=NC=CC(=C2)OCC(C)(C)O)CCC1)=O